NC1=C(C=CC=C1)O ortho-amino-phenol